3-(4-((6-bromohexyl)thio)-1-oxoisoindolin-2-yl)piperidine-2,6-dione BrCCCCCCSC1=C2CN(C(C2=CC=C1)=O)C1C(NC(CC1)=O)=O